N1N(C=CC=C1)NC(=O)C=1C(=NOC1C)C pyridazin-2-yl-(methyl)-3-methyl-isoxazole-4-carboxamide